N-(6-((2,2-difluoro-8''-methyl-1'',5''-dioxo-1'',5''-dihydro-2''H-dispiro[cyclopropan-1,1'-cyclohexane-4',3''-imidazo[1,5-a]pyridin]-6''-yl)amino)pyrimidin-4-yl)cyclopropanecarboxamide FC1(CC12CCC1(NC(C=3N1C(C(=CC3C)NC3=CC(=NC=N3)NC(=O)C3CC3)=O)=O)CC2)F